(2,4-difluorophenyl)isoxazole FC1=C(C=CC(=C1)F)C1=NOC=C1